NC=1N(C(=CC1)C)C1C(=C(C=CC1(C)OCC1(CC1)NC1CCC1)O)C 2-Amino-6-((1-(cyclobutylamino)cyclopropyl)methoxy)-1-(3-hydroxy-2,6-dimethylphenyl)-5-methyl-1H-pyrrole